ClC=1C=C(C=O)C=C(C1F)C 3-chloro-4-fluoro-5-methylbenzaldehyde